1-cyclopentyl-3-[5-cyclopropyl-4-[5-(4-piperidyl)-2-pyridyl]isoxazol-3-yl]pyrazolo[3,4-d]pyrimidin-4-amine hydrochloride Cl.C1(CCCC1)N1N=C(C=2C1=NC=NC2N)C2=NOC(=C2C2=NC=C(C=C2)C2CCNCC2)C2CC2